CC=1N=C2N(C=C(C=N2)N)C1 2-methylimidazo[1,2-a]pyrimidin-6-amine